N1C=CC2=C1C=CC=N2 PYRROLO[2,3]PYRIDINE